C(C)(C)(C)OC(=O)N1CC(CC1)C=CC1=CC(=CC=C1)C(F)(F)F 3-(3-(Trifluoromethyl)styryl)pyrrolidine-1-carboxylic acid tert-butyl ester